N-(3-(4-(1-((5S,9R)-1,7-dioxaspiro[4.4]nonan-9-yl)-1H-pyrazol-4-yl)-3-methoxypyridin-2-yl)-1-methyl-1H-pyrazolo[3,4-c]pyridin-5-yl)cyclopropanecarboxamide O1CCC[C@]12COC[C@H]2N2N=CC(=C2)C2=C(C(=NC=C2)C2=NN(C1=CN=C(C=C12)NC(=O)C1CC1)C)OC